6-((3-(4-methylpiperazin-1-yl)propyl)amino)pyrazolo[1,5-c]pyrido[3,4-e]pyrimidine-9-carboxylic acid CN1CCN(CC1)CCCNC1=NC2=C(C=3N1N=C(C3)C(=O)O)C=NC=C2